FC1=C(C=CC=C1)[C@H](C(=O)N1CC2=NN(C=C2C1)S(=O)(=O)C1=C(N=C(S1)OC)C)CO (2S)-2-(2-fluorophenyl)-3-hydroxy-1-{2-[(2-methoxy-4-methyl-1,3-thiazol-5-yl)sulfonyl]-2H,4H,5H,6H-pyrrolo[3,4-c]pyrazol-5-yl}propan-1-one